tropane-3α-ol [C@H]12C[C@@H](C[C@H](CC1)N2C)O